N-((R)-1-(5-amino-3-(difluoromethyl)-2-fluorophenyl)ethyl)-6-((S)-2,4-dimethyl-Piperazin-1-yl)-2-methylpyridin NC=1C=C(C(=C(C1)[C@@H](C)N1C(C=CC=C1N1[C@H](CN(CC1)C)C)C)F)C(F)F